tert-butyl N-(4-bromo-3-cyano-7-fluoro-benzothiophen-2-yl)carbamate BrC1=CC=C(C2=C1C(=C(S2)NC(OC(C)(C)C)=O)C#N)F